(S)-N-(1-Carboxy-2-Methyl-Prop-1-yl)-N-Pentanoyl-N-[2'-(1H-Tetrazol-5-yl)-Biphenyl-4-yl-Methyl]-Amine disodium salt [Na+].[Na+].C(=O)([O-])[C@H](C(C)C)N(CC1=CC=C(C=C1)C1=C(C=CC=C1)C1=NN=NN1)C(CCCC)=O.C(=O)([O-])[C@H](C(C)C)N(C(CCCC)=O)CC1=CC=C(C=C1)C1=C(C=CC=C1)C1=NN=NN1